ClC=1C=C(C=NC1Cl)S(=O)(=O)Cl 5,6-dichloropyridine-3-sulfonyl chloride